C(#N)C=1C=C(C=CC1F)N(C(=O)C=1C=C(C=2N(C1)C(=CN2)C=2C=CC(=NC2)NC(OC)=O)C)C methyl N-[5-[6-[(3-cyano-4-fluoro-phenyl)-methyl-carbamoyl]-8-methyl-imidazo[1,2-a]pyridin-3-yl]-2-pyridyl]carbamate